1-((1R,5S)-8-(7-(3-hydroxynaphthalen-1-yl)-2-(((S)-1-methylpyrrolidin-2-yl)methoxy)quinazolin-4-yl)-3,8-diazabicyclo[3.2.1]octan-3-yl)-4-morpholinobutan-1-one OC=1C=C(C2=CC=CC=C2C1)C1=CC=C2C(=NC(=NC2=C1)OC[C@H]1N(CCC1)C)N1[C@H]2CN(C[C@@H]1CC2)C(CCCN2CCOCC2)=O